C(\C=C/C1=CC(O)=C(O)C=C1)(=O)C(C(=O)O)(O)C(O)C(=O)O Cis-Caffeoyl-tartaric acid